[Cl-].[Cl-].C1(=CC=CC=C1)C(C1=CC=CC=C1)=[Hf+2](C1=CC=CC=2C3=CC=CC=C3CC12)C1C=CC=C1 diphenylmethylene(cyclopentadienyl)(fluoreneyl)hafnium dichloride